(R)-1-(3-(3-(6-amino-5-methoxypyrazin-2-yl)-5-chlorophenyl)morpholino)prop-2-en-1-one NC1=C(N=CC(=N1)C=1C=C(C=C(C1)Cl)[C@@H]1COCCN1C(C=C)=O)OC